6-hexyl bromide CCCCCCBr